OC1=C(C=CC(=C1)OCCC)C1=NC(=NC(=N1)C1=C(C=C(C=C1)OCCC)O)C1=C(C=C(C=C1)C)C 2,4-bis(2'-hydroxy-4'-propyloxy-phenyl)-6-(2',4'-dimethylphenyl)-1,3,5-triazine